C1(CC1)C1=C(C(=NO1)C1=C(C=CC=C1)OC(F)(F)F)CO[C@H]1[C@@H](CN(CC1)C1=CC=C(/C(/N)=N/O)C=C1)F (Z)-4-((3R,4R)-4-((5-cyclopropyl-3-(2-(trifluoromethoxy)phenyl)isoxazol-4-yl)methoxy)-3-fluoropiperidin-1-yl)-N'-hydroxybenzimidamide